NC1=C2C(=C3C(=N1)C=C(N3COCC[Si](C)(C)C)C(=O)N(C)[C@H](C)C3=NC=C(C=C3F)C(F)(F)F)COC2 (R)-5-amino-N-(1-(3-fluoro-5-(trifluoromethyl)pyridin-2-yl)ethyl)-N-methyl-1-((2-(trimethylsilyl)ethoxy)methyl)-6,8-dihydro-1H-furo[3,4-d]pyrrolo[3,2-b]pyridine-2-carboxamide